(Z)-9-(cyclopropylmethyl)-2-(6-(2-fluoro-2-(4-(pyridazin-4-yl)pyrimidin-2-yl)vinyl)-3-phenoxy-2-(trifluoromethyl)phenyl)-2,9-diazaspiro[5.5]undecane C1(CC1)CN1CCC2(CCCN(C2)C2=C(C(=CC=C2\C=C(\C2=NC=CC(=N2)C2=CN=NC=C2)/F)OC2=CC=CC=C2)C(F)(F)F)CC1